C(C)(C)(C)C1=CC(=C(C=C1)C1=NC(=C(C(=N1)NCC1=CC=C(C=C1)OC)C(=O)OCC)C)CO ethyl 2-(4-(tert-butyl)-2-(hydroxymethyl) phenyl)-4-((4-methoxybenzyl) amino)-6-methylpyrimidine-5-carboxylate